α-chloroacrylic acid ethoxymethyl ester C(C)OCOC(C(=C)Cl)=O